BrC=1C=C2C(=CN=CC2=CC1)N1C(NC2=C(C1=O)SC(=C2)C2=C(C=C(C(=C2)OC)F)Cl)=O 3-(6-bromo-4-isoquinolyl)-6-(2-chloro-4-fluoro-5-methoxy-phenyl)-1H-thieno[3,2-d]pyrimidine-2,4-dione